2-methyl-N-{cis-3-[methyl-(7H-pyrrolo[2,3-d]pyrimidin-4-yl)amino]cyclobutyl}propane-1-sulfonamide CC(CS(=O)(=O)N[C@@H]1C[C@@H](C1)N(C=1C2=C(N=CN1)NC=C2)C)C